ethyl 4-(isocyanatomethyl)cyclohexanecarboxylate N(=C=O)CC1CCC(CC1)C(=O)OCC